1-amino-2-(4-cyclohexylpiperazin-1-yl)-4-{[4-(1H-tetrazol-5-yl)phenyl]amino}anthracene-9,10-dione NC1=C(C=C(C=2C(C3=CC=CC=C3C(C12)=O)=O)NC1=CC=C(C=C1)C1=NN=NN1)N1CCN(CC1)C1CCCCC1